(R)-5-(2-(4-(2-methylphenyl)piperazin-1-yl)ethyl)-3,3-diethyl-pyrrolidin-2-one CC1=C(C=CC=C1)N1CCN(CC1)CC[C@H]1CC(C(N1)=O)(CC)CC